tert-Butyl 2-[2-tert-butoxy-2-oxo-1-[[3-(4,4,5,5-tetramethyl-1,3,2-dioxaborolan-2-yl)phenyl]methyl]ethyl]morpholine-4-carboxylate C(C)(C)(C)OC(C(CC1=CC(=CC=C1)B1OC(C(O1)(C)C)(C)C)C1CN(CCO1)C(=O)OC(C)(C)C)=O